FC1=CC=C(C=C1)N1CCN(CC1)CC[C@@H]1OC(C2(C1)CCN(CC2)C(CNC(C)=O)=O)=O (R)-N-(2-(3-(2-(4-(4-fluorophenyl)piperazin-1-yl)ethyl)-1-oxo-2-oxa-8-azaspiro[4.5]decan-8-yl)-2-oxoethyl)acetamide